C(C)(C)C1=C(NC2=CC=C(C=C12)C1CCNCC1)C1=C(C(=NC(=C1)C)C)C 3-isopropyl-5-(piperidin-4-yl)-2-(2,3,6-trimethylpyridin-4-yl)-1H-indole